ClC1=C(CS(=O)(=O)N2CCC(CC2)NC=2C=C(C=CC2)C2=CC(=C(C(=C2)O)N2CC(NS2(=O)=O)=O)F)C=CC=C1 5-[3'-({1-[(2-chlorobenzyl)sulfonyl]piperidin-4-yl}amino)-3-fluoro-5-hydroxybiphenyl-4-yl]-1,2,5-thiadiazolidin-3-one 1,1-dioxide